(4-hydroxynaphthyl)-dimethylsulfonium OC1=CC=C(C2=CC=CC=C12)[S+](C)C